4,5α-epoxy-7α-[(1S)-1-hydroxy-1,2,2-trimethylpropyl]-3,6-dimethoxy-6α,14-ethano-14α-morphinan-17-carbonitrile O[C@@](C(C)(C)C)(C)[C@@H]1[C@]2([C@H]3[C@]45C=6C(=C(C=CC6C[C@H]([C@]4(C1)CC2)N(CC5)C#N)OC)O3)OC